2-[(1S,4S,5R)-5-{[5-cyclopropyl-3-(2,6-dichlorophenyl)-1,2-oxazol-4-yl]methoxy}-2-azabicyclo[2.2.1]heptan-2-yl]-4-fluoro-6-(2H-1,2,3,4-tetrazol-5-yl)-1,3-benzothiazole C1(CC1)C1=C(C(=NO1)C1=C(C=CC=C1Cl)Cl)CO[C@H]1[C@@H]2CN([C@H](C1)C2)C=2SC1=C(N2)C(=CC(=C1)C=1N=NNN1)F